(2R,3R,4S,5R)-3-[(tert-butyldimethylsilyl)oxy]-2-{[(tert-butyldimethylsilyl)oxy]methyl}-4-fluoro-5-(5-fluoro-2,4-dioxo-3H-pyrimidin-1-yl)oxolane-2-carbonitrile [Si](C)(C)(C(C)(C)C)O[C@@H]1[C@@](O[C@H]([C@H]1F)N1C(NC(C(=C1)F)=O)=O)(C#N)CO[Si](C)(C)C(C)(C)C